(R)-6-(5-(5-(3-hydroxy-1-methyl-2-oxopyrrolidin-3-yl)isoxazol-3-yl)furan-2-yl)picolinamide O[C@@]1(C(N(CC1)C)=O)C1=CC(=NO1)C1=CC=C(O1)C1=CC=CC(=N1)C(=O)N